C1(=CC=CC=C1)C=1SC(=CN1)[Sn](CCCC)(CCCC)CCCC 2-phenyl-5-(tributylstannyl)thiazole